3-[7-(aminocarbonyl)-2H-indazol-2-yl]-1-isopropylpiperidinium trifluoroacetate FC(C(=O)[O-])(F)F.NC(=O)C1=CC=CC2=CN(N=C12)C1C[NH+](CCC1)C(C)C